tert-butyl (1-(2-(3-amino-6-(3-(trifluoromethyl)pyridin-2-yl) pyrazine-2-carboxamido)pyridin-3-yl)-4-(methoxymethyl)piperidin-4-yl)carbamate NC=1C(=NC(=CN1)C1=NC=CC=C1C(F)(F)F)C(=O)NC1=NC=CC=C1N1CCC(CC1)(COC)NC(OC(C)(C)C)=O